C[C@@H]1CN(C[C@H]2N1CC1=CC(=CC=C21)N2CC1(C2)OCCNC1)C1=CC(N(C2=NC=CC=C12)C)=O 4-[(4R,10bS)-4-methyl-8-(5-oxa-2,8-diazaspiro[3.5]nonan-2-yl)-3,4,6,10b-tetrahydro-1H-pyrazino[2,1-a]isoindol-2-yl]-1-methyl-1,8-naphthyridin-2-one